BrC=1C=NC(=NC1)N1N=C(N=C1[C@H](C)NC1=NC=NC2=C(C=C(C=C12)Cl)OC(F)F)C N-[(1S)-1-[2-(5-bromopyrimidin-2-yl)-5-methyl-1,2,4-triazol-3-yl]ethyl]-6-chloro-8-(difluoromethoxy)quinazolin-4-amine